C(C)N(C(SSC(N(CC)CC)=S)=S)CC tetraethyl-thiuram disulfide